3,4-octanediol CCC(C(CCCC)O)O